FC1=C(C=CC=C1)C1=C(C(=NC=C1)N1C[C@H](CC1)F)[N+](=O)[O-] (S)-4-(2-fluorophenyl)-2-(3-fluoropyrrolidin-1-yl)-3-nitropyridine